C(#N)C1=NC(=CC(=N1)O[C@@H]1C[C@H](N(CC1)C(=O)OC(C)(C)C)CC#N)F tert-butyl (2R,4S)-4-[(2-cyano-6-fluoro-pyrimidin-4-yl)oxy]-2-(cyano-methyl)piperidine-1-carboxylate